(S,E)-1-((4-((1-(2,4-Difluorobenzyl)-5-fluoro-1H-indol-2-yl)methyl)-3-oxo-3,4-dihydropyrazin-2-yl)amino)-7-(dimethylamino)-1,7-dioxohept-5-en-2-yl-dimethylcarbamat FC1=C(CN2C(=CC3=CC(=CC=C23)F)CN2C(C(=NC=C2)NC([C@@H](CC\C=C\C(=O)N(C)C)CN(C([O-])=O)C)=O)=O)C=CC(=C1)F